7-fluoro-3-(3-(5-fluoro-3',6'-dihydro-[2,4'-bipyridine]-1'(2'H)-yl)propyl)-5-methylisoquinolin-1(2H)-one FC1=CC(=C2C=C(NC(C2=C1)=O)CCCN1CCC(=CC1)C1=NC=C(C=C1)F)C